(Z)-4-(1-(4-amino-2-fluorobut-2-en-1-yl)-2-methyl-1H-benzo[d]imidazol-4-yl)-N-cyclopropylbenzenesulfonamide hydrochloride Cl.NC\C=C(\CN1C(=NC2=C1C=CC=C2C2=CC=C(C=C2)S(=O)(=O)NC2CC2)C)/F